CN1N=NC(=C1NC(OCC1=C(C=CC(=C1)F)F)=O)C1=NC(=C(C=C1)NS(=O)(=O)C)C 2,5-difluorobenzyl (1-methyl-4-(6-methyl-5-(methylsulfonamido) pyridin-2-yl)-1H-1,2,3-triazol-5-yl)carbamate